FC1=C(C=C(C(=C1)C)C1=CC2=C(N=C(N=C2)NC)N=C1)NC(=O)N1C[C@@H](OCC1)C(F)(F)F (2R)-N-[2-fluoro-4-methyl-5-[2-(methylamino)pyrido[2,3-d]pyrimidin-6-yl]phenyl]-2-(trifluoromethyl)morpholine-4-carboxamide